3-hydroxy-8-((4-methoxybenzyl)oxy)-6H-benzo[c]chromen-6-one OC1=CC=C2C3=C(C(OC2=C1)=O)C=C(C=C3)OCC3=CC=C(C=C3)OC